4-[trans-4-[(E)-1-Propenyl]cyclohexyl]benzonitrile C(=C\C)/[C@@H]1CC[C@H](CC1)C1=CC=C(C#N)C=C1